C(C)C=1C(=C(C(=C(C(=O)O)C1)Cl)CBr)S(=O)(=O)C.N([C@@](C(C([2H])[2H])(C)[2H])(C(=O)O)[2H])([2H])[2H] valine-d6 ethyl-3-(bromomethyl)-2-chloro-4-methylsulfonyl-benzoate